1,3,3-trimethyl-2-oxabicyclooctane CC1(OC(CCCCC1)(C)C)C1CCCCCCC1